2-(2-Chloro-5-fluoro-4-nitrophenyl)propionic acid ClC1=C(C=C(C(=C1)[N+](=O)[O-])F)C(C(=O)O)C